benzyl naphthalen-1-yl (S)-phenylphosphonate C1(=CC=CC=C1)[P@](OCC1=CC=CC=C1)(OC1=CC=CC2=CC=CC=C12)=O